behenyl-hexanediol C(CCCCCCCCCCCCCCCCCCCCC)C(CCCCC)(O)O